2-(2-methoxyethoxy)ethanamine COCCOCCN